N[C@H](C(=O)N[C@H](C(=O)N)C[C@H]1C(NCCC1)=O)CC(C)(C)C (S)-2-amino-N-((S)-1-amino-1-oxo-3-((S)-2-oxopiperidin-3-yl)propan-2-yl)-4,4-dimethylpentanamide